N-acetylglycolylneuraminic acid CC(=O)C(C(=O)N[C@H]([C@H](CC(=O)C(=O)O)O)[C@H]([C@@H]([C@@H](CO)O)O)O)O